C1(CCCCC1)NC=1C2=C(N=CC1C#CC1=CC=NC=C1)NC=C2 N-cyclohexyl-5-(pyridin-4-ylethynyl)-1H-pyrrolo[2,3-b]pyridin-4-amine